(4-(2-(1H-pyrazol-1-yl)ethyl)phenoxy)-3-(isopropylamino)propan-2-ol N1(N=CC=C1)CCC1=CC=C(OCC(CNC(C)C)O)C=C1